C(#N)N1C[C@H](CC1)C(=O)NC=1N=CN(C1)C1=CC(=C(C=C1)F)OC (S)-1-cyano-N-(1-(4-fluoro-3-methoxyphenyl)-1H-imidazol-4-yl)pyrrolidine-3-carboxamide